tributyl-(1-cyclobutylimidazol-4-yl)stannane C(CCC)[Sn](C=1N=CN(C1)C1CCC1)(CCCC)CCCC